BrC=1SC(=C(N1)C)C(=O)OC Methyl 2-bromo-4-methylthiazole-5-carboxylate